3-(4-Fluoro-5-(1-(3-methyl-6-morpholino-1H-indole-2-carbonyl)piperidin-4-yl)-1-oxoisoindolin-2-yl)piperidine-2,6-dione FC1=C2CN(C(C2=CC=C1C1CCN(CC1)C(=O)C=1NC2=CC(=CC=C2C1C)N1CCOCC1)=O)C1C(NC(CC1)=O)=O